C(C)N(\N=C\C1=CC(=C(C=C1)B(O)O)OC)C=1C2=C(N=CN1)OC=C2 [4-[(E)-[ethyl-(furo[2,3-d]pyrimidin-4-yl)hydrazono]methyl]-2-methoxy-phenyl]boronic acid